5-bromo-6-cyclopentyl-2-(1-methyl-1H-imidazol-5-yl)-4(3H)-pyrimidinone BrC=1C(NC(=NC1C1CCCC1)C1=CN=CN1C)=O